C1CCCC12C=C(CCC2)C(CCC=C)=O (spiro[4.5]dec-6-en-7-yl)pent-4-en-1-one